5-(4-(tert-butyl)phenyl)-1-methyl-3-(pyrrolidin-1-ylmethyl)-1H-1,2,4-triazole C(C)(C)(C)C1=CC=C(C=C1)C1=NC(=NN1C)CN1CCCC1